N,N-dimethylpiperidin-3-amine CN(C)C1CCCNC1